C[Si]1(CCC(CC1)NC(=O)C1=C(C=2N=C(SC2N1)C(C)C)C)C N-(1,1-Dimethylsilacyclohexane-4-yl)-2-isopropyl-6-methyl-4H-pyrrolo[3,2-d]thiazole-5-carboxamide